C(C)OCCNC1=C2C(=NC3=CC(=C(N=C13)OC)COCCN1CCCC1)CCC2 N-(2-ethoxyethyl)-2-methoxy-3-{[2-(pyrrolidin-1-yl)ethoxy]methyl}-6H,7H,8H-cyclopenta[b]1,5-naphthyridin-9-amine